2-(5-(trifluoromethyl)nicotinamido)benzo[d]thiazole-6-carboxylic acid FC(C=1C=NC=C(C(=O)NC=2SC3=C(N2)C=CC(=C3)C(=O)O)C1)(F)F